P(=O)(OCCS(=O)CC)(OC)[O-] 2-ethylsulfinylethyl methyl phosphate